aluminum-magnesium-manganese-platinum [Pt].[Mn].[Mg].[Al]